COC=1C=C(CN2C(=NC=3C2=NC=C(C3)C=3C=NN(C3)C)N)C=CC1OCC1=CC=C(C=C1)OC 3-(3-Methoxy-4-((4-methoxybenzyl)oxy)benzyl)-6-(1-methyl-1H-pyrazol-4-yl)-3H-imidazo[4,5-b]pyridin-2-amine